2'-chloro-N-(5-((3-hydroxycyclopentyl)methoxy)-1,3,4-thiadiazol-2-yl)-5'-methoxy-6-methyl-(4,4'-bipyridine)-3-carboxamide ClC1=NC=C(C(=C1)C1=C(C=NC(=C1)C)C(=O)NC=1SC(=NN1)OCC1CC(CC1)O)OC